(S)-N-(1-cyanocyclopropyl)-3-(5-(difluoromethyl)-1,3,4-thiadiazol-2-yl)-8-(3-(hydroxymethyl)-4-isobutyrylpiperazin-1-yl)imidazo[1,5-a]pyridine-6-sulfonamide C(#N)C1(CC1)NS(=O)(=O)C=1C=C(C=2N(C1)C(=NC2)C=2SC(=NN2)C(F)F)N2C[C@H](N(CC2)C(C(C)C)=O)CO